CN(C(OC=1C=NC=C(C1)Cl)=S)C O-[(5-chloro-3-pyridyl)] N,N-dimethylcarbamothioate